COC1=CC=C(C=C1)C#CC1N(CCC2=CC=CC=C12)C1=CC=C(C=C1)C 1-((4-methoxyphenyl)ethynyl)-2-(p-tolyl)-1,2,3,4-tetrahydroisoquinoline